CC1=C(C=CC=C1)C(=O)C1=C(C=C(C=C1)NC1=C(C=C(C=C1)Br)N)Cl (2-Methylphenyl)-[4-[(2-amino-4-bromophenyl)amino]-2-chlorophenyl]methanone